C1(CCC1)CN[C@H]1CN([C@H](CC1)C)C=1N=NC(=CC1)CN1N=NC(=C1)C=1C=NC=C(C1)OC (3R,6S)-N-(cyclobutylmethyl)-1-(6-((4-(5-methoxypyridin-3-yl)-1H-1,2,3-triazol-1-yl)methyl)pyridazin-3-yl)-6-methylpiperidin-3-amine